ClC1=C(C=CC=C1Cl)N1CCN(CC1)CCCCOC1=C2CN(C(C2=CC=C1)=O)C1C(NC(CC1)=O)=O 3-(4-(4-(4-(2,3-dichlorophenyl)piperazin-1-yl)butoxy)-1-oxoisoindolin-2-yl)piperidine-2,6-dione